F[P-](F)(F)(F)(F)F.C(C1=CC=CC=C1)[N+](C)(C)C N-benzyl-N,N,N-trimethylammonium hexafluorophosphate